1-(3-amino-2-(prop-1-en-2-yl)pyridin-4-yl)ethan-1-one NC=1C(=NC=CC1C(C)=O)C(=C)C